2-(2-((tert-Butoxycarbonyl)amino)-5-methylthiazol-4-yl)-2-oxoacetic acid C(C)(C)(C)OC(=O)NC=1SC(=C(N1)C(C(=O)O)=O)C